C(C)OC1=CN=CC=2N1C(=NC2C2=CC=C(C=C2)OC2=C(C(=CC=C2)OC)F)[C@H]2CN(CC2)C(C=C)=O (R)-1-(3-(5-ethoxy-1-(4-(2-fluoro-3-methoxyphenoxy)phenyl)imidazo[1,5-a]pyrazin-3-yl)pyrrolidin-1-yl)prop-2-en-1-one